FC1(CN(CC[C@H]1N1C(N(C=2C=NC=3C=C(C(=CC3C21)C=2C=NC(=CC2)OC)F)C)=O)C)F |r| (R/S)-1-(3,3-difluoro-1-methylpiperidin-4-yl)-7-fluoro-8-(6-methoxypyridin-3-yl)-3-methyl-1,3-dihydro-2H-imidazo[4,5-c]quinolin-2-one